2-(4-bromo-3,5-diethoxyphenyl)-1,3-dioxolane BrC1=C(C=C(C=C1OCC)C1OCCO1)OCC